(4-chlorobenzyl)-2,3-dihydropyrrolo[2,3-b]quinoline ClC1=CC=C(CC2CC=3C(=NC4=CC=CC=C4C3)N2)C=C1